C(C)(=O)N1CCC(CC1)C=1C=C(C=CC1)C1N(CCCC1)C(C(=O)NC=1C=NC(=C(C1)C)N)=O 2-[2-[3-(1-acetyl-4-piperidyl)phenyl]-1-piperidyl]-N-(6-amino-5-methyl-3-pyridyl)-2-oxo-acetamide